3-chloro-5-methoxybenzene ClC=1C=CC=C(C1)OC